Benzyl (2-((2,6-dimethylpyridin-4-yl)ethynyl)-3-(2,2,2-trifluoroacetylamino)-5,6,7,8-tetrahydroquinolin-7-yl)carbamate CC1=NC(=CC(=C1)C#CC1=NC=2CC(CCC2C=C1NC(C(F)(F)F)=O)NC(OCC1=CC=CC=C1)=O)C